5-(bromomethyl)-3-(4-methylphenyl)-1,2,4-oxadiazole BrCC1=NC(=NO1)C1=CC=C(C=C1)C